CC(CCCCO)O hexane-2,6-diol